BrC=1C=CC2=C(CN(S2(=O)=O)C2CCC(N(C2)C)=O)C1F 5-(5-bromo-4-fluoro-1,1-dioxidobenzo[d]isothiazol-2(3H)-yl)-1-methylpiperidin-2-one